C(C)(C)(C)C1=CC2=C(OC(O2)CCC2=CC(=CC=C2)OC)C=C1 2-(5-(tert-butyl)benzo[d][1,3]dioxol-2-yl)-1-(3-methoxyphenyl)ethan